C(=CCC)[SiH2]C(Cl)Cl butenyl-dichloromethyl-silane